(terphenylyl)[(phenyl)(dimethylfluorenyl)triazinyl]dibenzofuran C1(=C(C=CC=C1)C1=C(C2=C(OC3=C2C=CC=C3)C=C1)C1=NN=NC(=C1C1=C(C(=CC=3C2=CC=CC=C2CC13)C)C)C1=CC=CC=C1)C=1C(=CC=CC1)C1=CC=CC=C1